methyl-2,4-cyclohexanediamine CC1C(CC(CC1)N)N